3-(2-cyano-4-((2-methyl-1H-imidazol-1-yl)methyl)phenyl)-5-isobutylthiophene-2-sulfonamide C(#N)C1=C(C=CC(=C1)CN1C(=NC=C1)C)C1=C(SC(=C1)CC(C)C)S(=O)(=O)N